C(C)N([C@@H](C)C(=O)[O-])C1=NC(N(C=C1)[C@@H]1O[C@@H]([C@H]([C@H]1O)O)CO)=O Ethyl(1-((2R,3R,4S,5R)-3,4-dihydroxy-5-(hydroxymethyl)tetrahydrofuran-2-yl)-2-oxo-1,2-dihydropyrimidin-4-yl)-L-alaninate